N1=CNC2=C1C=CC(=C2)C(=O)OC(C)C Isopropyl benzimidazole-5-carboxylate